ClC=1C=C(C(=C(C1)O)C1=CC2=C(N=N1)N(C=C2)CC2OCCC2)C 5-Chloro-3-methyl-2-{7-[(oxolan-2-yl)methyl]-7H-pyrrolo[2,3-c]pyridazin-3-yl}phenol